3-Isopropyl-4-(3-isopropylphenoxy)benzaldehyde C(C)(C)C=1C=C(C=O)C=CC1OC1=CC(=CC=C1)C(C)C